CC1=NSC(=C1)C1=CC=C(C2=C1N=CS2)B2OC(C(O2)(C)C)(C)C 4-(3-methyl-1,2-thiazol-5-yl)-7-(4,4,5,5-tetramethyl-1,3,2-dioxaborolan-2-yl)-1,3-benzothiazole